(S)-2-benzyl-taurine C(C1=CC=CC=C1)[C@H](N)CS(=O)(=O)O